C(CCCCCCCCCCC)(=O)OCC(C)(COC(CCCCCCCCCCC)=O)C Neopentyl glycol dilaurate